NC=1C(=C(C=C2C=C(N=CC12)NC(OC1(CN(C(C1)=O)C)C)=O)C1=C(C2=C(OCCN2)N=C1)C)F 1,3-dimethyl-5-oxopyrrolidin-3-yl (8-amino-7-fluoro-6-(8-methyl-2,3-dihydro-1H-pyrido[2,3-b][1,4]oxazin-7-yl)isoquinolin-3-yl)carbamate